C(C1=CC=CC=C1)OC1=NC(=CC=C1N1C(N(C2=C1C=CC=C2O)C)=O)OCC2=CC=CC=C2 1-(2,6-bis(benzyloxy)pyridin-3-yl)-4-hydroxy-3-methyl-1,3-dihydro-2H-benzo[d]imidazol-2-one